1-((S)-3-(4-amino-3-(4-phenoxyphenyl)-1H-pyrazolo[3,4-d]pyrimidin-1-yl)piperidin-1-yl)prop-2-en-1-one NC1=C2C(=NC=N1)N(N=C2C2=CC=C(C=C2)OC2=CC=CC=C2)[C@@H]2CN(CCC2)C(C=C)=O